N1=CN=C(C2=C1NC(C2([2H])[2H])([2H])[2H])N 6,7-dihydro-5H-pyrrolo[2,3-d]Pyrimidine-5,5,6,6-d4-4-amine